CC1(CN(C2=NC=CC=C21)C(=O)NC2=CC(=CC=C2)[C@@H](CC2=NN=CN2C)C)C (R)-3,3-dimethyl-N-(3-(1-(4-methyl-4H-1,2,4-triazol-3-yl)propan-2-yl)phenyl)-2,3-dihydro-1H-pyrrolo[2,3-b]pyridine-1-carboxamide